N-methyl-3-nitro-N-[(1r,4r)-4-(methanesulfonylmethyl)cyclohexyl]aniline CN(C1=CC(=CC=C1)[N+](=O)[O-])C1CCC(CC1)CS(=O)(=O)C